alpha-toluenesulfonate C(C1=CC=CC=C1)S(=O)(=O)[O-]